C1OCC12CC(C2)NC2=NC=C1N=C(N(C1=N2)C2CCC(CC2)C(=O)N)NC2=C(C=CC=C2F)F (1s,4s)-4-(2-(2-oxaspiro[3.3]heptan-6-ylamino)-8-(2,6-difluorophenylamino)-9H-purin-9-yl)cyclohexanecarboxamide